C(C)(C)(C)OC(=O)N1CCN(CC1)C=1C=NN2C1C=CC(=C2)C(CC)O 4-(6-(1-Hydroxypropyl)pyrazolo[1,5-a]pyridin-3-yl)piperazine-1-carboxylic acid tert-butyl ester